5-chloro-2-(1H-tetrazol-1-yl)nitrobenzene ClC=1C=CC(=C(C1)[N+](=O)[O-])N1N=NN=C1